O1CCC(C2=C1C=CC=C2)=O 3,4-dihydro-2H-1-benzopyran-4-one